C(CCCCCCCCCCCCCCC)(=O)OC([C@@H](NC(CCCCCCCCCCC)=O)CCC(=O)O)=O N-lauroyl-glutamic acid monopalmitoyl ester